2,4-dichloro-6-trifluoromethylnicotinonitrile ClC1=C(C#N)C(=CC(=N1)C(F)(F)F)Cl